(1S)-1-(hydroxymethyl)-2-oxa-5-azabicyclo[2.2.1]heptane-5-carboxylic acid tert-butyl ester C(C)(C)(C)OC(=O)N1C2CO[C@](C1)(C2)CO